5-(5-(4,4-difluoro-piperidine-1-carbonothioyl)pyridin-2-yl)-7-(trifluoro-methyl)benzofuran FC1(CCN(CC1)C(=S)C=1C=CC(=NC1)C=1C=C(C2=C(C=CO2)C1)C(F)(F)F)F